ClCC1=C(C=CC=C1[N+](=O)[O-])Cl 2-(chloromethyl)-1-chloro-3-nitro-benzene